[I-].[I-].C(CCCCCCCCCCC)C(C(C([NH3+])(C)C)(C)C)(C[NH3+])CCCCCCCCCCCC didodecyl-tetramethyl-1,4-butanediaminium diiodide